COC=1C=C(C=C(C1OC)OC)C#CCS=C(C)[O-] S-(3-(3,4,5-trimethoxy-phenyl)prop-2-yn-1-yl)ethanethioate